C(C1=CC=CC=C1)C=1SC=C(N1)CC(=O)O (2-benzyl-1,3-thiazol-4-yl)acetic acid